2-(acetyloxy)ethyl {4-[2-(4-fluorophenyl)-4-oxo-1,3-thiazolidin-3-yl]-3-methylphenoxy}acetate FC1=CC=C(C=C1)C1SCC(N1C1=C(C=C(OCC(=O)OCCOC(C)=O)C=C1)C)=O